C[SiH](OC1=CC=C(C=C1)O[SiH](C)C)C 1,4-bis(dimethylsiloxy)benzene